N=1C=C(N2C1C=CC=C2)C2=C(C(NC2=O)=O)C2=CN1CCN(CC3=C1C2=CC(=C3)F)C(=O)N3CCCCC3 7-(2,5-Dihydro-4-imidazo[1,2-a]pyridin-3-yl-2,5-dioxo-1H-pyrrol-3-yl)-9-fluoro-1,2,3,4-tetrahydro-2-(1-piperidinylcarbonyl)pyrrolo[3,2,1-jk][1,4]benzodiazepine